BrC=1C(=C(C=CC1F)NS(=O)(=O)C=1C=2CCC(C2C=C(C1)F)O)F N-(3-bromo-2,4-difluorophenyl)-6-fluoro-1-hydroxy-2,3-dihydro-1H-indene-4-sulfonamide